2-chloro-5-(methoxymethoxy)pyrimidine ClC1=NC=C(C=N1)OCOC